FC1(CN(CC[C@H]1NC1=NN2C(C(=N1)OC)=C(C=C2)C=2C=CC1=C(N(N=N1)CC(F)F)C2)C([2H])([2H])[2H])F (R)-N-(3,3-difluoro-1-(methyl-d3)piperidin-4-yl)-5-(1-(2,2-difluoroethyl)-1H-benzo[d][1,2,3]triazol-6-yl)-4-methoxypyrrolo[2,1-f][1,2,4]triazin-2-amine